cobalt [1,2-bis-diphenylphosphinoethane] dichloride [Cl-].[Cl-].C1(=CC=CC=C1)P(CCP(C1=CC=CC=C1)C1=CC=CC=C1)C1=CC=CC=C1.[Co+2]